N,N,1-trimethyl-3,3-diphenylpropylamine CC(CC(C1=CC=CC=C1)C2=CC=CC=C2)N(C)C